COCOC1=C(C=CC(=C1)C1=CC(N(C=C1)C)=O)C1=CC=C(N=N1)N(C1C[C@]2(CC[C@@](C1)(N2C(=O)OC(C)(C)C)C)C)C (1R,3s,5S)-tert-butyl 3-((6-(2-(methoxymethoxy)-4-(1-methyl-2-oxo-1,2-dihydropyridin-4-yl)phenyl)pyridazin-3-yl) (methyl)amino)-1,5-dimethyl-8-azabicyclo[3.2.1]octane-8-carboxylate